methyl-ethyl-methoxypropoxysilane C[SiH](OCCCOC)CC